phenyl-aminopropyltrimethoxysilan C1(=CC=CC=C1)CO[Si](OC)(OC)CCCN